rac-5-(((1R,5S,6S)-3-ethyl-3-azabicyclo[4.1.0]heptan-5-yl)oxy)isobenzofuran-1(3H)-one C(C)N1C[C@@H]2C[C@@H]2[C@@H](C1)OC=1C=C2COC(C2=CC1)=O |r|